C(O)C1NCC(NC1)CO 2,5-dimethylolpiperazine